ethyl (R)-2-(tert-butyldimethylsilyloxy)propanoate [Si](C)(C)(C(C)(C)C)O[C@@H](C(=O)OCC)C